7-bromo-5-isopropyl-6-hepten-2-one BrC=CC(CCC(C)=O)C(C)C